gallium sorbate C(\C=C\C=C\C)(=O)[O-].[Ga+3].C(\C=C\C=C\C)(=O)[O-].C(\C=C\C=C\C)(=O)[O-]